3,5-dimethyl-2-[7-[rel-(3S)-1-(3,3,3-trifluoropropyl)-3-piperidyl]-1,8-naphthyridin-2-yl]phenol CC=1C(=C(C=C(C1)C)O)C1=NC2=NC(=CC=C2C=C1)[C@@H]1CN(CCC1)CCC(F)(F)F |o1:19|